FC1=C(C(=C(C=C1OC)OC)F)C=1C(N(C2=CC(=NC=C2C1)C1=CC=C(C=C1)CC#N)C1COCC1)=O 2-(4-(3-(2,6-difluoro-3,5-dimethoxyphenyl)-2-oxo-1-(tetrahydrofuran-3-yl)-1,2-dihydro-1,6-naphthyridin-7-yl)phenyl)acetonitrile